CC=1C=C(C=CC1O)C(C(=O)[O-])C1=CC(=C(C=C1)O)C bis-(3-methyl-4-hydroxyphenyl)acetate